5-chloro-N-(3-carbamoylphenyl)-2-(4-fluoro-2-methylphenoxy)benzamide ClC=1C=CC(=C(C(=O)NC2=CC(=CC=C2)C(N)=O)C1)OC1=C(C=C(C=C1)F)C